CC1=NC=C(C(=O)OCC)C=C1NC(=O)C=1C=NN2C1C=NC(=C2)C2=CC=NC=C2 ethyl 6-methyl-5-(6-(pyridin-4-yl)pyrazolo[1,5-a]pyrazine-3-carboxamido)nicotinate